(R)-1-(4-((5-(1-(2,2-difluoroethyl)-1H-benzo[d]imidazol-6-yl)-4-methoxypyrrolo[2,1-f][1,2,4]triazin-2-yl)amino)-3,3-difluoropyrrolidin-1-yl)ethan-1-one FC(CN1C=NC2=C1C=C(C=C2)C=2C=CN1N=C(N=C(C12)OC)N[C@H]1C(CN(C1)C(C)=O)(F)F)F